CCCC(CCC)C(C(C(C(=O)[O-])(C(CCC)CCC)C(CCC)CCC)(O)C(=O)[O-])C(=O)[O-] Tri-(4-heptyl)citrat